CO[SiH](OC)OC tri(methoxy)silane